3,3'-methylenebis(5-phenethyl-1,2,4-triazole) C(C1=NNC(=N1)CCC1=CC=CC=C1)C1=NNC(=N1)CCC1=CC=CC=C1